3-dibutylaminopropyl-(triethoxy)silane (E)-tert-butyl-3-(3-ethoxy-3-oxoprop-1-enyl)azetidine-1-carboxylate C(C)(C)(C)OC(=O)N1CC(C1)\C=C\C(=O)OCC.C(CCC)N(CCC[Si](OCC)(OCC)OCC)CCCC